ClC1=C(C(=CC=C1)F)C1=N[C@H](C2=NN=C(N2C=2SC=3C[C@@H](CC3C12)C(F)F)C=1N=NC=CC1)C (7S,13R)-9-(2-chloro-6-fluoro-phenyl)-13-(difluoromethyl)-7-methyl-3-pyridazin-3-yl-16-thia-2,4,5,8-tetrazatetracyclo[8.6.0.02,6.011,15]hexadeca-1(10),3,5,8,11(15)-pentaene